N-ethyl-N'-hydroxyethyl-urea C(C)NC(=O)NCCO